[Si](C)(C)(C(C)(C)C)OCC[C@H]1CN(C[C@H](CN1)O)C(=O)OC(C)(C)C tert-butyl (3S,6S)-3-[2-[tert-butyl(dimethyl)silyl]oxyethyl]-6-hydroxy-1,4-diazepane-1-carboxylate